[4-(6-Amino-pyridazin-3-yl)-piperidin-1-yl]-(6'-cyclobutoxy-4-methoxy-[3,3']bipyridinyl-6-yl)-methanone NC1=CC=C(N=N1)C1CCN(CC1)C(=O)C1=CC(=C(C=N1)C=1C=NC(=CC1)OC1CCC1)OC